Rac-(4R)-4-amino-1-[4-[4-[4-[(4-aminocyclohexyl)-difluoro-methyl]-6-chloro-2-pyridyl]piperazin-1-yl]sulfonylphenyl]pyrrolidin-2-one N[C@@H]1CC(N(C1)C1=CC=C(C=C1)S(=O)(=O)N1CCN(CC1)C1=NC(=CC(=C1)C(F)(F)C1CCC(CC1)N)Cl)=O |r|